1-(4-(7-azaspiro[3.5]nonan-2-yloxyphenyl)-6-(2-hydroxypropan-2-yl)-3a,7a-dihydroindazol-5-yl)-6-(trifluoromethyl)pyridine-2-carboxamide C1C(CC12CCNCC2)OC2=C(C=CC=C2)C=2C1C=NNC1C=C(C2N2C(C=CC=C2C(F)(F)F)C(=O)N)C(C)(C)O